ClC=1C=C(C=CC1)C=1C=C2C(=NN=C(C2=CC1)NCC1=C(C=C(C=C1)OC)OC)C(C)C 6-(3-chlorophenyl)-N-[(2,4-dimethoxyphenyl)methyl]-4-propan-2-yl-phthalazin-1-amine